NC=1C=C(C=C2C=C(N=CC12)NC(=O)[C@H]1[C@@H](C1)C#N)C=1C=NN(C1)[C@@H]1OCCCC1 |&1:24| (±)-trans-N-[8-amino-6-(1-tetrahydropyran-2-ylpyrazol-4-yl)-3-isoquinolinyl]-2-cyano-cyclopropanecarboxamide